2-chloro-4-phenyl-6-(4-((1S,5R,6S)-tricyclo[3.1.1.03,6]heptan-2-yl)phenyl)-1,3,5-triazine ClC1=NC(=NC(=N1)C1=CC=CC=C1)C1=CC=C(C=C1)C1[C@@H]2C3C(CC13)C2